[Si](C)(C)(C(C)(C)C)OCCS(=O)(=O)C1=CC=C(C=C1)NC1=NC=C2C=CN=C(C2=C1)C#CC1=CC=C(C#N)C=C1 4-((7-((4-((2-((tert-butyldimethylsilyl)oxy)ethyl)sulfonyl)phenyl)amino)-2,6-naphthyridin-1-yl)ethynyl)benzonitrile